NC=1C(=NN(C1N)CO)C 4,5-diamino-1-hydroxymethyl-3-methylpyrazole